di-isopentyl 2,3-dichloromaleate Cl/C(/C(=O)OCCC(C)C)=C(/C(=O)OCCC(C)C)\Cl